C(C\C=C\CCN1C(=NC2=C1C=CC(=C2)C(N)=O)NC(=O)C2=C(N=C(O2)C)CC)N2C(=NC1=C2C=CC(=C1)C(N)=O)NC(=O)C1=C(N=C(O1)C)CC (E)-N,N'-(hex-3-ene-1,6-diylbis(5-carbamoyl-1H-benzo[d]imidazole-1,2-diyl))bis(4-ethyl-2-methyloxazole-5-carboxamide)